ClC1=NC=2N(C(=C1)N1CC(C(C1)C)(F)F)N=CC2F 5-chloro-7-(3,3-difluoro-4-methylpyrrolidin-1-yl)-3-fluoropyrazolo[1,5-a]pyrimidine